C(=C)C1(C(N(CC1)C=C)=O)NC=O vinyl-formamido-vinyl-pyrrolidone